sodium 5-(5-amino-4-(1H-indole-2-carbonyl)-1H-pyrazol-1-yl)-1H-benzo[d]imidazol-2-carboxylate NC1=C(C=NN1C1=CC2=C(NC(=N2)C(=O)[O-])C=C1)C(=O)C=1NC2=CC=CC=C2C1.[Na+]